(2R)-2-amino-1-(3-cyclopropylazetidin-1-yl)-3-(2,4-dichlorophenyl)propan-1-one N[C@@H](C(=O)N1CC(C1)C1CC1)CC1=C(C=C(C=C1)Cl)Cl